7-((3-(difluoromethyl)-4-fluorophenyl)carbamoyl)-6-methyl-2,3-dihydro-1H-pyrrolizine-7-carboxamide FC(C=1C=C(C=CC1F)NC(=O)C1(C(=CN2CCCC12)C)C(=O)N)F